COC(=O)N1C(C=CC=C1C(=O)OC)C#N cyanopyridine-1,6-dicarboxylic acid dimethyl ester